2,4,6-trimethylbenzoyl-ethylphosphine CC1=C(C(=O)PCC)C(=CC(=C1)C)C